2-(4-Bromophenyl)-4-(thiophen-2-ylmethylene)oxazol-5(4H)-one BrC1=CC=C(C=C1)C=1OC(C(N1)=CC=1SC=CC1)=O